(R)-4-chloro-3,5-difluoro-N-(8-fluoro-6-oxo-1,4,5,6-tetrahydro-2H-pyrano[3,4-c]isoquinolin-1-yl)-N-methylbenzamide ClC1=C(C=C(C(=O)N(C)[C@H]2COCC=3NC(C=4C=C(C=CC4C32)F)=O)C=C1F)F